1-methyl-3-methylimidazolium Chloride [Cl-].CN1C=[N+](C=C1)C